N-((1R)-(2-((1R*)-1-Amino-2-((1,1,1-trifluoropropan-2-yl)oxy)ethyl)-1H-benzo[d]imidazol-6-yl)(cyclopropyl)methyl)-2-(3,3-difluorocyclobutyl)acetamide N[C@@H](COC(C(F)(F)F)C)C1=NC2=C(N1)C=C(C=C2)[C@H](NC(CC2CC(C2)(F)F)=O)C2CC2 |o1:1|